nickel iminopyridine N=C1NC=CC=C1.[Ni]